3-(o-tolyl)propanal tetrahydrofuran-3-yl-tert-butylcarbamate O1CC(CC1)N(C(O)=O)C(C)(C)C.C1(=C(C=CC=C1)CCC=O)C